NCC(=O)NC1=C(C2=C(S1)CC(C2)C(=O)OC)C(C2=C(C=CC=C2)C(F)(F)F)=O methyl 2-(2-aminoacetamido)-3-[2-(trifluoromethyl) benzoyl]-4h,5h,6h-cyclopenta[b]thiophene-5-carboxylate